N=S iminosulfane